(2R)-2-amino-2-methyl-butanoic acid N[C@@](C(=O)O)(CC)C